ClC=1C(=NC(=NC1)NC1CCOCC1)C1=CC=C2CN(C(C2=C1)=O)CC(=O)NC(C)C1=NC=C(C=C1F)Cl 2-(6-{5-chloro-2-[(oxan-4-yl)amino]pyrimidin-4-yl}-1-oxo-2,3-dihydro-1H-isoindol-2-yl)-N-[1-(5-chloro-3-fluoropyridin-2-yl)ethyl]acetamide